(S)-tert-Butyl(1-(4-methyl-3-((1-(3-(thiophen-2-yl)naphthalen-1-yl)cyclopropyl)carbamoyl)phenoxy)propan-2-yl)carbamate C(C)(C)(C)OC(N[C@H](COC1=CC(=C(C=C1)C)C(NC1(CC1)C1=CC(=CC2=CC=CC=C12)C=1SC=CC1)=O)C)=O